4-((2-((4-((4-ethylpiperazin-1-yl)methyl)-3-(trifluoromethyl)phenyl)amino)-1-methyl-1H-benzo[d]imidazol-6-yl)oxy)-N-methylpicolinamide C(C)N1CCN(CC1)CC1=C(C=C(C=C1)NC1=NC2=C(N1C)C=C(C=C2)OC2=CC(=NC=C2)C(=O)NC)C(F)(F)F